3-formyl-crotonic acid n-butyl ester C(CCC)OC(\C=C(\C)/C=O)=O